CN1C(N(C=2N=C(N(C2C1=O)C(C)C1=CC=CC=C1)SC(C(=O)OCC)CC)C)=O ethyl 2-{[1,3-dimethyl-2,6-dioxo-7-(1-phenylethyl)-2,3,6,7-tetrahydro-1H-purin-8-yl]thio}butanoate